1-(4-((4-benzylmorpholin-2-yl)methoxy)phenyl)-3-(2-(2-tert-butylphenoxy)pyridin-3-yl)urea C(C1=CC=CC=C1)N1CC(OCC1)COC1=CC=C(C=C1)NC(=O)NC=1C(=NC=CC1)OC1=C(C=CC=C1)C(C)(C)C